5-bromo-N-(5-chloro-2-hydroxy-3-(N-(2-methoxyethyl)sulfamoyl)phenyl)-2-hydroxybenzenesulfonamide BrC=1C=CC(=C(C1)S(=O)(=O)NC1=C(C(=CC(=C1)Cl)S(NCCOC)(=O)=O)O)O